BrC=1C=2N(N=CC1C(=O)OCC)C=C(N2)Cl ethyl 8-bromo-2-chloroimidazo[1,2-b]pyridazine-7-carboxylate